C(C)(C)(C)OC(=O)NC(CC(=O)O)C1=CC(=CC=C1)C(F)(F)F 3-(tert-butoxycarbonylamino)-3-[3-(trifluoromethyl)phenyl]propionic acid